(4-(5-cyclopropyl-3-(trifluoromethyl)-1H-pyrazol-1-yl)phenyl)methanamine C1(CC1)C1=CC(=NN1C1=CC=C(C=C1)CN)C(F)(F)F